3-(imidazo[1,2-a]pyridin-7-ylmethyl)-3-iodo-4-(((1-methyl-1H-pyrazol-3-yl)methyl)sulfonyl)benzamide N=1C=CN2C1C=C(C=C2)CC2(CC(C(=O)N)=CC=C2S(=O)(=O)CC2=NN(C=C2)C)I